C(C)(C)(C)OC(=O)C=1C(=C(C(=CC1CCOC1=NC=CC2=CC=C(C=C12)Cl)[N+](=O)[O-])C(=O)OC(C)(C)C)F tert-butyl (tert-butyloxycarbonyl)(4-(2-((7-chloroisoquinolin-1-yl)oxy)ethyl)-2-fluoro-6-nitrophenyl)carboxylate